Thymyl 1-methylcyclopropanecarboxylate CC1(CC1)C(=O)OC1=CC(C)=CC=C1C(C)C